6-bromo-N-[3-chloro-4-(difluoromethoxy)phenyl]-7-fluoro-pyrido[3,2-d]pyrimidin-4-amine BrC=1C(=CC=2N=CN=C(C2N1)NC1=CC(=C(C=C1)OC(F)F)Cl)F